ClC1=CC=C(C=C1)NCC1=CC(=C(C(=C1)C)NC(CCCC)=O)C Pentanoic acid (4-[(4-chlorophenylamino)-methyl]-2,6-dimethylphenyl)-amide